3-(1'-((1H-benzo[d]imidazol-5-yl)methyl)-6-oxo-6,8-dihydro-2H,7H-spiro[furo[2,3-e]isoindole-3,4'-piperidin]-7-yl)piperidine-2,6-dione N1C=NC2=C1C=CC(=C2)CN2CCC1(CC2)COC2=C3CN(C(C3=CC=C21)=O)C2C(NC(CC2)=O)=O